5-(4-(propanoyl)benzoyl)amino-3-(1,4,5,6,7,8,9-heptahydroquinolizin-2-yl)-1H-indole C(CC)(=O)C1=CC=C(C(=O)NC=2C=C3C(=CNC3=CC2)C=2CC3CCCCN3CC2)C=C1